6-(5-{[3-(3,4-difluorophenyl)-3-hydroxypropyl]carbamoyl}-6-methoxypyridin-3-yl)-N-methyl-1H-indazole-3-carboxamide FC=1C=C(C=CC1F)C(CCNC(=O)C=1C=C(C=NC1OC)C1=CC=C2C(=NNC2=C1)C(=O)NC)O